C(C)(C)(C)C1=NC(=NO1)C(=O)N[C@H]1C2=C(CN(CC1)CC(F)(F)F)C=C(C=C2)C2=CC(=NC=C2)NC(=O)C2CC2 (R)-5-(tert-butyl)-N-(8-(2-(cyclopropanecarboxamido)pyridin-4-yl)-2-(2,2,2-trifluoroethyl)-2,3,4,5-tetrahydro-1H-benzo[c]azepin-5-yl)-1,2,4-oxadiazole-3-carboxamide